(3R)-N-[(1S)-1-(2,3-dichloro-6-hydroxyphenyl)ethyl]piperidine-3-carboxamide ClC1=C(C(=CC=C1Cl)O)[C@H](C)NC(=O)[C@H]1CNCCC1